FC1=C(C=CC(=C1C)F)N(C(=O)[C@H]1N(CCC1)C1=NC(=CC(=C1)C(F)(F)F)C)CCCN1CCCC1 (S)-N-(2,4-difluoro-3-methylphenyl)-1-(6-methyl-4-(trifluoromethyl)pyridin-2-yl)-N-(3-(pyrrolidin-1-yl)propyl)pyrrolidine-2-carboxamide